O=C(CCCCCCC(=O)NCC1CC2=CC=CC=C2CC1)C 8-oxo-N-(1,2,3,4-tetrahydronaphthalen-2-yl-methyl)nonanamide